(S)-2-(1,1-bis(2-cyanophenyl)propan-2-yl)-5-hydroxy-N-(isoxazol-4-yl)-6-oxo-1,6-dihydropyrimidine-4-carboxamide C(#N)C1=C(C=CC=C1)C([C@H](C)C=1NC(C(=C(N1)C(=O)NC=1C=NOC1)O)=O)C1=C(C=CC=C1)C#N